C(C)(C)(C)OC(=O)N[C@H](C(=O)OC)CCOC methyl (2S)-2-(tert-butoxycarbonylamino)-4-methoxy-butyrate